C(N)(=O)C=1C=C(C=CC1)CN1CC2(C1)CC(C2)NC(=O)N2[C@@H](CN(C[C@@H]2C)C2=NC=C(C=N2)C(F)(F)F)C (2R,6S)-N-{2-[(3-carbamoylphenyl)methyl]-2-azaspiro[3.3]heptan-6-yl}-2,6-dimethyl-4-[5-(trifluoromethyl)pyrimidin-2-yl]piperazine-1-carboxamide